2-chloro-6-(4-fluorophenyl)nicotinic acid ClC1=C(C(=O)O)C=CC(=N1)C1=CC=C(C=C1)F